6-(5-(3,4-difluoro-5-(piperazin-1-yl)phenyl)-1H-pyrrolo[2,3-b]pyridin-3-yl)-4-fluoro-2-methyl-1-(1-methylpiperidin-4-yl)-1H-benzo[d]imidazole FC=1C=C(C=C(C1F)N1CCNCC1)C=1C=C2C(=NC1)NC=C2C=2C=C(C1=C(N(C(=N1)C)C1CCN(CC1)C)C2)F